6-(4-cyclopropylbenzyl)-2-azaspiro[3.4]octane C1(CC1)C1=CC=C(CC2CC3(CNC3)CC2)C=C1